N-[6-(2-chloro-5-fluorophenyl)-3-{[(difluoromethyl)oxy]methyl}-6-hydroxy-2-methyl-8-oxo-7,8-dihydro-6H-pyrrolo[4,3-g]indazol-5-yl]-5-fluoro-3-(trifluoromethyl)benzamide ClC1=C(C=C(C=C1)F)C1(NC(C2=C1C(=CC1=C(N(N=C21)C)COC(F)F)NC(C2=CC(=CC(=C2)F)C(F)(F)F)=O)=O)O